5-chloro-2-[(6-chloro-3-tetrahydrothiopyran-4-yl-4-quinolyl)amino]benzoic acid ClC=1C=CC(=C(C(=O)O)C1)NC1=C(C=NC2=CC=C(C=C12)Cl)C1CCSCC1